ClC=1C(=NC(=NC1)NC1=NC=C(C=C1)CN1CCN(CC1)CC)C1=CC2=C(N=C3N2C(CCC3)C)C(=C1)F 5-Chloro-N-(5-((4-ethylpiperazin-1-yl)methyl)pyridin-2-yl)-4-(6-fluoro-1-methyl-1,2,3,4-tetrahydrobenzo[4,5]imidazo[1,2-a]pyridin-8-yl)pyrimidin-2-amin